N-fluoropyridinium tetrafluoroborate F[B-](F)(F)F.F[N+]1=CC=CC=C1